BrC1=C(C=C2C(=NC(=NC2=C1F)Cl)N1[C@@H]2CN([C@H](C1)C2)C(=O)OC(C)(C)C)C(F)(F)F tert-butyl (1S,4S)-5-(7-bromo-2-chloro-8-fluoro-6-(trifluoromethyl)quinazolin-4-yl)-2,5-diazabicyclo[2.2.1]heptane-2-carboxylate